3-(trimethylsilyl)propyl fumarate C(\C=C\C(=O)[O-])(=O)OCCC[Si](C)(C)C